Cl.Cl.NC1=CC=C(C(=N1)C)CNC([C@H](C)NC(=O)[C@@H]1NC[C@@H](C1)C=1C=C(C=CC1)C)=O (2R,4S)-N-((S)-1-(((6-amino-2-methylpyridin-3-yl)methyl)amino)-1-oxopropan-2-yl)-4-(m-tolyl)pyrrolidine-2-carboxamide dihydrochloride